4-amino-N-((3R)-6-(difluoromethoxy)-2,3-dihydro-1-benzofuran-3-yl)-N-methyl-1,3-dihydrofuro[3,4-c][1,7]naphthyridine-8-carboxamide NC1=NC=2C=NC(=CC2C2=C1COC2)C(=O)N(C)[C@H]2COC1=C2C=CC(=C1)OC(F)F